CC(CCC=1C(=C(C(=O)N)C=CC1O)C=O)(C)C 3,3-dimethylbutylformyl-4-hydroxybenzamide